3-(1-(2,6-dimethylphenyl)ethoxy)-N5-ethyl-N2-methyl-1H-pyrrole-2,5-dicarboxamide CC1=C(C(=CC=C1)C)C(C)OC1=C(NC(=C1)C(=O)NCC)C(=O)NC